cyanomethyl (S)-3-(3-chlorophenyl)-2-((((4-(2-(4-fluorophenyl)acetamido)benzyl)oxy)carbonyl)amino)propanoate ClC=1C=C(C=CC1)C[C@@H](C(=O)OCC#N)NC(=O)OCC1=CC=C(C=C1)NC(CC1=CC=C(C=C1)F)=O